4-(6-(Isopropyl(propyl)amino)-4-(trifluoromethyl)picolinamido)-2-methylbenzoic acid C(C)(C)N(C1=CC(=CC(=N1)C(=O)NC1=CC(=C(C(=O)O)C=C1)C)C(F)(F)F)CCC